N-tert-butyl-5-chloro-2-(pyridin-4-yl)pyrido[3,4-d]pyrimidin-4-amine C(C)(C)(C)NC=1C2=C(N=C(N1)C1=CC=NC=C1)C=NC=C2Cl